C(CN1C(=NC2=C1C=CC(=C2)C(N)=O)C2=C(C(=O)O)C=CC=C2)N2C(=NC1=C2C=CC(=C1)C(N)=O)C1=C(C(=O)O)C=CC=C1 2,2'-(ethane-1,2-diylbis(5-carbamoyl-1H-benzo[d]imidazole-1,2-diyl))dibenzoic acid